1-(4-methylbenzyl)pyridin-1-ium CC1=CC=C(C[N+]2=CC=CC=C2)C=C1